Benzyl (1-(((S)-3-cyclohexyl-1-oxo-1-(((S)-1-oxo-3-((S)-2-oxopyrrolidin-3-yl)propan-2-yl)amino)propan-2-yl)carbamoyl)cyclopropyl)carbamate C1(CCCCC1)C[C@@H](C(N[C@H](C=O)C[C@H]1C(NCC1)=O)=O)NC(=O)C1(CC1)NC(OCC1=CC=CC=C1)=O